OC1=C(C=CC=C1)C(C)C hydroxyisopropyl-benzene